C(CC(=O)C)(=O)[O-].C(CC(=O)C)(=O)[O-].C(CC(=O)C)(=O)[O-].[Ti+3] titanium tri(acetoacetate)